bromo-4'-isopropyl-stilbene BrC1=C(C=CC=C1)C=CC1=CC=C(C=C1)C(C)C